2-(5-(2-(3-methoxyazetidin-1-yl)ethyl)-2-oxo-4-(trifluoromethyl)pyridin-1(2H)-yl)-4-methylpentanoic acid COC1CN(C1)CCC=1C(=CC(N(C1)C(C(=O)O)CC(C)C)=O)C(F)(F)F